(E)-1,2-dimethoxy-4-[prop-1-en-1-yl]benzene COC1=C(C=C(C=C1)\C=C\C)OC